[6-(3-cyclopropyl-1,2,4-triazol-1-yl)-2-azaspiro[3.3]heptan-2-yl]-[5-(oxetan-3-yl)-6-[[1-(trifluoromethyl)cyclopropyl]methoxy]-3-pyridyl]methanone C1(CC1)C1=NN(C=N1)C1CC2(CN(C2)C(=O)C=2C=NC(=C(C2)C2COC2)OCC2(CC2)C(F)(F)F)C1